tert-butyl 4-bromo-2-((8-bromo-3,7-dimethyl-2,6-dioxo-2,3,6,7-tetrahydro-1H-purin-1-yl)methyl)-1H-indole-1-carboxylate BrC1=C2C=C(N(C2=CC=C1)C(=O)OC(C)(C)C)CN1C(N(C=2N=C(N(C2C1=O)C)Br)C)=O